C(C)(C)(C)OC(=O)N1C[C@H](CCC1)NC=1C2=C(N=CN1)C(=CC(=N2)C=2C=NNC2)C(N)=O (3S)-3-{[8-carbamoyl-6-(1H-pyrazol-4-yl)pyrido[3,2-d]pyrimidin-4-yl]amino}piperidine-1-carboxylic acid tert-butyl ester